CN(CCN(C=1C(=CC(=C(C1)OC)NC1=NC=CC(=C1)N1N=C(C2=CC=CC=C12)C)N)C)C N1-(2-(dimethylamino)ethyl)-5-methoxy-N1-methyl-N4-(4-(3-methyl-1H-indazol-1-yl)pyridin-2-yl)benzene-1,2,4-triamine